monochlorosilane-d Cl[SiH2][2H]